O=C1N(CC2=CC(=CC=C12)O[C@@H]1CN(CC1)CC=1N=CC2=CC=C(C=C2C1)C1CCOCC1)C1C(NC(CC1)=O)=O 3-(1-Oxo-5-(((S)-1-((6-(tetrahydro-2H-pyran-4-yl)isoquinolin-3-yl)methyl)pyrrolidin-3-yl)oxy)isoindolin-2-yl)piperidine-2,6-dione